C(C)(C)(C)N(C(O)=O)C(C)CCNCCCCNCCC(C)N(C(O)=O)C(C)(C)C.NC=1C=C(OC2=CC=C(C=C2)C(CC)C2=CC=C(C=C2)OC2=CC(=CC=C2)N)C=CC1 1,1-bis[4-(3-aminophenoxy)phenyl]propane di-tert-butyl-((butane-1,4-diylbis(azanediyl))bis(butane-4,2-diyl))dicarbamate